methyl (R)-2-(7-bromo-4,5-dihydro-3H-naphtho[1,2-d][1,2,3]triazol-3-yl)-3-methylbutanoate BrC=1C=C2CCC3=C(N=NN3[C@@H](C(=O)OC)C(C)C)C2=CC1